Methyl 3,4-dimethyl-5-nitrobenzoate CC=1C=C(C(=O)OC)C=C(C1C)[N+](=O)[O-]